boc-D-threitol C(=O)(OC(C)(C)C)C([C@@H](O)[C@H](O)CO)O